(S)-N-ethyl-5-fluoro-N-isopropyl-2-((5-(2-(2-methyl-6-(3-methylureido)hex-3-yl)-2,6-diazaspiro[3.4]oct-6-yl)-1,2,4-triazin-6-yl)oxy)benzamide C(C)N(C(C1=C(C=CC(=C1)F)OC1=C(N=CN=N1)N1CC2(CN(C2)[C@H](C(C)C)CCCNC(=O)NC)CC1)=O)C(C)C